COC1=NC=C(C=N1)C=1C=CC=2N(C1)C(=NN2)[C@@H]2C[C@@H](CCC2)NC2=NC=C(C(=N2)OC2COC2)C(F)(F)F N-[(1R,3S)-3-[6-(2-methoxypyrimidin-5-yl)-[1,2,4]triazolo[4,3-a]pyridin-3-yl]cyclohexyl]-4-(oxetan-3-yloxy)-5-(trifluoromethyl)pyrimidin-2-amine